4-((1-((4-(2-(2-Aminopyridin-3-yl)-5-bromo-3H-imidazo[4,5-b]pyridin-3-yl)phenyl)methyl-d)piperidin-4-yl)amino)pyrimidine-2-carbonitrile NC1=NC=CC=C1C1=NC=2C(=NC(=CC2)Br)N1C1=CC=C(C=C1)C(N1CCC(CC1)NC1=NC(=NC=C1)C#N)[2H]